C1(CC1)CC1=C(C(=C2C(=N1)CCC2)N)C 2-(cyclopropylmethyl)-3-methyl-6,7-dihydro-5H-cyclopenta[b]pyridin-4-amine